(R)-2-(6-((1-(2-aminoethyl)piperidin-3-yl)amino)-4-methylpyridazin-3-yl)-5-(trifluoromethyl)phenol hydrochloride Cl.NCCN1C[C@@H](CCC1)NC1=CC(=C(N=N1)C1=C(C=C(C=C1)C(F)(F)F)O)C